((2-Ethyl-1,2,3,4-tetrahydroisoquinolin-7-yl)(isopropyl)amino)-1-methylpyridin-2(1H)-one C(C)N1CC2=CC(=CC=C2CC1)N(C(C)C)C=1C(N(C=CC1)C)=O